tert-butyl 4-(6-(7-cyclobutoxy-2-methylimidazo[1,2-a]pyridine-6-carboxamido)pyridin-3-yl)piperazine-1-carboxylate C1(CCC1)OC1=CC=2N(C=C1C(=O)NC1=CC=C(C=N1)N1CCN(CC1)C(=O)OC(C)(C)C)C=C(N2)C